FC1=CC=C(C=C1)N1CC2(CCCCCC2)N(S(C2=C1C=C(C(=C2)OCC(C(=O)O)(C)C)C(F)(F)F)(=O)=O)C ((5-(4-Fluorophenyl)-2-methyl-1,1-dioxido-7-(trifluoromethyl)-4,5-dihydro-2H-spiro[benzo[f][1,2,5]thiadiazepine-3,1'-cycloheptan]-8-yl)oxy)-2,2-dimethylpropanoic acid